FC1=CC=C(C=C1)C=1C(=NC=CC1)CN (3-(4-fluorophenyl)pyridin-2-yl)methylamine